NC1=C(C(=O)N)C=CC=C1 2-AminoBenzamide